BrCC1=CC=C(C=C1)SSC1=CC=C(C=C1)CBr 1,2-bis(4-(bromomethyl)phenyl)disulfane